SCCCS(=O)(=O)O.SCCCS(=O)(=O)O 3-mercapto-1-propanesulfonic acid (3-mercapto-1-propanesulfonate)